OC1=C(C(=C2C(C(=C(OC2=C1)C1=CC=CC=C1)OC)=O)OC)OC hydroxy-trimethoxyflavone